tert-butyl 7-{2-[(3-methanesulfonylphenyl)amino]-5H,6H,7H,8H-pyrido[3,4-d]pyrimidin-7-yl}-8-methyl-1H,2H,3H-pyrido[2,3-b][1,4]oxazine-1-carboxylate CS(=O)(=O)C=1C=C(C=CC1)NC=1N=CC2=C(N1)CN(CC2)C2=C(C1=C(OCCN1C(=O)OC(C)(C)C)N=C2)C